OC[C@H](C1=CC=CC=C1)NC1=NC(=NC=C1C(=O)OCC)NC=1C=C2CCN(C(C2=CC1)=O)C(C)C ethyl 4-[[(1S)-2-hydroxy-1-phenyl-ethyl]amino]-2-[(2-isopropyl-1-oxo-3,4-dihydroisoquinolin-6-yl)amino]pyrimidin-5-carboxylate